C(#N)C1=NC(=CC=C1O[C@@H]1C[C@H](CCC1)C(=O)OC(C)C)C1=C(C(=NS1)C)COC(N(C)C1CCCC1)=O |r| (+/-)-isopropyl (1S,3S)-3-((2-cyano-6-(4-(((cyclopentyl(methyl)carbamoyl) oxy)methyl)-3-methylisothiazol-5-yl)pyridin-3-yl)oxy)cyclohexane-1-carboxylate